O1C=C(C=C1)C=1C(=CC2=CN(N=C2C1)CC(C)(C)O)NC(=O)C=1N=C(SC1)C=1SC=CC1 N-(6-(furan-3-yl)-2-(2-hydroxy-2-methylpropyl)-2H-indazol-5-yl)-2-(thiophene-2-yl)thiazole-4-carboxamide